tert-butyl (S)-2-((((9H-fluoren-9-yl)methoxy)carbonyl)amino)-3-(2-methoxy-5-methylphenyl)propanoate C1=CC=CC=2C3=CC=CC=C3C(C12)COC(=O)N[C@H](C(=O)OC(C)(C)C)CC1=C(C=CC(=C1)C)OC